(4-methoxyphenyl) (p-tolyl) ketone C1(=CC=C(C=C1)C(=O)C1=CC=C(C=C1)OC)C